(2R,3S)-2-(3,4-dihydroxyphenyl)-5,7-dihydroxychroman-3-yl 6-amino-5-hydroxynicotinate NC1=NC=C(C(=O)O[C@@H]2[C@H](OC3=CC(=CC(=C3C2)O)O)C2=CC(=C(C=C2)O)O)C=C1O